3,4,5-trifluoro-benzeneboronic acid-m-xylylenediamine salt C1(=CC(=CC=C1)CN)CN.FC=1C=C(C=C(C1F)F)B(O)O